ethyl-4-isopropyl-6H-thieno[2,3-d]pyridazin-7-one C(C)C1=CC2=C(C(NN=C2C(C)C)=O)S1